N-(4-(1-aminopropyl)-2-(furan-2-yl)phenyl)benzenesulfonamide NC(CC)C1=CC(=C(C=C1)NS(=O)(=O)C1=CC=CC=C1)C=1OC=CC1